methyl 4-((ethylamino) methyl)-3-nitrobenzoate C(C)NCC1=C(C=C(C(=O)OC)C=C1)[N+](=O)[O-]